(3aS,4R,6aR)-4-Amino-1-(7,8-dihydrofuro[3,2-e][1,3]benzothiazol-2-yl)hexahydrocyclopenta[d]imidazol-2(1H)-one N[C@@H]1CC[C@H]2N(C(N[C@H]21)=O)C=2SC1=C(N2)C2=C(C=C1)OCC2